7-Chloro-4b,9b-dihydroxy-4-nitro-4b,9b-dihydro-10H-indeno[1,2-b]benzofuran-10-one ClC1=CC2=C(C3(C(O2)(C2=C(C=CC=C2C3=O)[N+](=O)[O-])O)O)C=C1